O=C1NC(CCC1N1C(C2=CC(=C(C=C2C1)C#N)C#N)=O)=O 2-(2,6-dioxopiperidin-3-yl)-1-oxoisoindoline-5,6-dicarbonitrile